methyl-((tert-butoxycarbonyl)amino)-3-iodopropanoate CC(C(=O)[O-])(CI)NC(=O)OC(C)(C)C